C(C(C(C(CO)(F)F)(F)F)(F)F)O 2,3,3,4,4-hexafluoro-1,5-pentanediol